butyl 3-(2-chloro-6-(4,4,5,5-tetramethyl-1,3,2-dioxaborolan-2-yl)pyridin-4-yl)-4-(methylsulfonyl)piperazine-1-carboxylate ClC1=NC(=CC(=C1)C1CN(CCN1S(=O)(=O)C)C(=O)OCCCC)B1OC(C(O1)(C)C)(C)C